2-((3-(2-(diethylamino)ethyl)-1H-indol-4-yl)oxy)-6-methyltetrahydro-2H-pyran-3,4,5-triol C(C)N(CCC1=CNC2=CC=CC(=C12)OC1OC(C(C(C1O)O)O)C)CC